7-bromo-5-chloro-3-((2-(2-ethoxy-2-oxoethyl)phenoxy)methyl)benzofuran-2-carboxylic acid tert-butyl ester C(C)(C)(C)OC(=O)C=1OC2=C(C1COC1=C(C=CC=C1)CC(=O)OCC)C=C(C=C2Br)Cl